4-Iodo-N,N,3-trimethylpyridine-2-amine IC1=C(C(=NC=C1)N(C)C)C